4-(7-(8-Ethyl-7-fluoro-3-hydroxy-naphthalen-1-yl)-8-fluoro-2-(((2R,7aS)-2-fluorotetrahydro-1H-pyrrolizin-7a(5H)-yl)meth-oxy)-pyrido[4,3-d]pyrimidin-4-yl)-1,4-oxazepane-6-carbonitrile C(C)C=1C(=CC=C2C=C(C=C(C12)C1=C(C=2N=C(N=C(C2C=N1)N1CCOCC(C1)C#N)OC[C@]12CCCN2C[C@@H](C1)F)F)O)F